2-((4-((R)-2-(4-chloro-2-fluorophenyl)-2H-chromen-8-yl)piperidin-1-yl)methyl)-3-(((S)-oxetan-2-yl)methyl)-3H-imidazo[4,5-c]pyridine-6-carbonitrile ClC1=CC(=C(C=C1)[C@@H]1OC2=C(C=CC=C2C=C1)C1CCN(CC1)CC1=NC2=C(C=NC(=C2)C#N)N1C[C@H]1OCC1)F